methyl 3-fluoro-5-(5-propylisoxazol-4-yl)benzoate FC=1C=C(C(=O)OC)C=C(C1)C=1C=NOC1CCC